OC(C)C1=NN2C(CC[C@@H]([C@@H]2COC2CCN(CC2)C2=NC=CC=N2)NS(=O)(=O)C)=C1 |r| N-[(6SR,7RS)-2-(1-hydroxyethyl)-7-({[1-(pyrimidin-2-yl)piperidin-4-yl]oxy}methyl)-4,5,6,7-tetrahydropyrazolo[1,5-a]pyridin-6-yl]methanesulfonamide